FC=1C=C(COC=2C=CC3=C(C(=C(O3)C)C(=O)NC3CCN(CC3)C)C2)C=CC1 5-((3-Fluorobenzyl)oxy)-2-methyl-N-(1-methylpiperidin-4-yl)benzofuran-3-carboxamide